C1(=CC=CC=C1)N=NC1=CC=C(C=C1)C1=CC=C(O1)C=C1C(C2=C(S1)C=CC=C2)=O 2-[[5-[4-(2-Phenyldiazenyl)phenyl]-2-furanyl]methylene]benzo[b]thiophen-3(2H)-one